ClC1=CC=C(C=C1)CC(=O)N1CC2(C1)CN(C2)CC2=NC=C(C=N2)Cl 2-(4-chlorophenyl)-1-(6-((5-chloropyrimidin-2-yl)methyl)-2,6-diazaspiro[3.3]heptan-2-yl)ethanone